NC1=CC2=C(S(CC23COC3)(=O)=O)C=C1 5-amino-2H-spiro[benzo[b]thiophene-3,3'-oxetane] 1,1-dioxide